FC=1C=C(C=CC1F)[C@H](C)NC(=O)C1=NC(=CN=C1NCC1=CC=C(C=C1)C1=NC(=C(N=C1)N)CCCN)C#N 3-{4-[5-Amino-6-(3-amino-propyl)-pyrazin-2-yl]-benzylamino}-6-cyanopyrazine-2-carboxylic acid [(S)-1-(3,4-difluoro-phenyl)-ethyl]-amide